N1,N1-bis(2-aminoethyl)propane-1,3-diamine NCCN(CCCN)CCN